O=C1N(C(C=C1)=O)CCCCCC(=O)N[C@@H](C(C)C)C(=O)N[C@@H](CCCNC(N)=O)C(=O)NC1=CC=C(C=C1)COC(N(CCN(C(OC(C)(C)C1=CC=C(C=C1)C1=CC=CC=C1)=O)C)C)=O N-[6-(2,5-dioxo-2,5-dihydro-1H-pyrrol-1-yl)hexanoyl]-L-valyl-N-{4-[10-(biphenyl-4-yl)-4,7,10-trimethyl-3,8-dioxo-2,9-dioxa-4,7-diazaundec-1-yl]phenyl}-N5-carbamoyl-L-ornithinamide